FC1=CC=C(C=C1)C(C)C=1C(=NC(=CN1)C)NCCN1CCCC1 3-(1-(4-fluorophenyl)ethyl)-6-methyl-N-(2-(pyrrolidin-1-yl)ethyl)pyrazin-2-amine